NC1=NC(=CC(=N1)N1CCC2(C[C@H](NC2)C(=O)O)CC1)O[C@@H](C(F)(F)F)C1=C(C=C(C=C1)C1=CC(=NC=C1)OC)N1N=C(C=C1)C (S)-8-(2-amino-6-((R)-2,2,2-trifluoro-1-(4-(2-methoxypyridin-4-yl)-2-(3-methyl-1H-pyrazol-1-yl)phenyl)ethoxy)pyrimidin-4-yl)-2,8-diazaspiro[4.5]decane-3-carboxylic acid